FC(F)(F)C=1N=NSC1 TRIFLUOROMETHYLTHIADIAZOLE